1,4-diamino-3,6-diethylcyclohexane NC1CC(C(CC1CC)N)CC